N-((4-isopropoxyphenyl)(phenyl)methyl)-4-methylcyclohexylamine C(C)(C)OC1=CC=C(C=C1)C(NC1CCC(CC1)C)C1=CC=CC=C1